N1(CCC1)C(CN1CCC1)=O 1-[2-(azetidin-1-yl)-2-oxoethyl]azetidin